5-(3-Methoxyphenyl)-2-methyl-N-(3-(morpholinomethyl)-1,2,4-thiadiazol-5-yl)thiophene-3-carboxamide COC=1C=C(C=CC1)C1=CC(=C(S1)C)C(=O)NC1=NC(=NS1)CN1CCOCC1